C(C)(=O)C1=C(C2=C(N=C(N=C2)NC2=CC(=C(C=C2)N2CCNCC2)OC)N(C1=O)C1CCCC1)C 6-acetyl-8-cyclopentyl-2-(3-methoxy-4-piperazin-1-yl-anilino)-5-methyl-pyrido[2,3-d]pyrimidin-7-one